1-(4-Chloro-phenyl)-3-[4-methoxy-3-(2H-pyrazol-3-yl)-phenyl]-urea ClC1=CC=C(C=C1)NC(=O)NC1=CC(=C(C=C1)OC)C=1NN=CC1